N-isobutylpiperazine-1-carboxamide C(C(C)C)NC(=O)N1CCNCC1